copper(II) bis[bis(trifluoromethanesulfonyl)imide] [N-](S(=O)(=O)C(F)(F)F)S(=O)(=O)C(F)(F)F.[N-](S(=O)(=O)C(F)(F)F)S(=O)(=O)C(F)(F)F.[Cu+2]